4,7,13,16,21,24-Hexaoxa-1,10-diazabicyclo[8.8.8]hexacosane N12CCOCCOCCN(CCOCCOCC1)CCOCCOCC2